ClC=1C=C(C(=NC1)OC1=C(C(NO)=N)C=CC=C1)F (5-chloro-3-fluoropyridin-2-yloxy)-N-hydroxybenzimidamide